selenogermanate [GeH](=[Se])[O-]